C1(CC1)NC1=NC(=NC=C1C(F)(F)F)NC1=C2C=NN(C2=CC=C1)CC1COC1 N4-cyclopropyl-N2-(1-(oxetan-3-ylmethyl)-1H-indazol-4-yl)-5-(trifluoromethyl)pyrimidine-2,4-diamine